NC1=NC2=CC=C(C=C2C=C1C)C(=O)N(CC1=C(N=CS1)C)CC1=CC=C(C=C1)N1CCC(CC1)C(N)=O 2-amino-N-(4-(4-carbamoyl-1-piperidinyl)benzyl)-3-methyl-N-((4-methyl-1,3-thiazol-5-yl)methyl)-6-quinolinecarboxamide